NC1=NC(=NC=C1C1CC1)C1=NN(C2=NC=CC=C21)CC2=C(C=CC=C2)F 3-(4-amino-5-cyclopropylpyrimidin-2-yl)-1-(2-fluorobenzyl)-1H-pyrazolo[3,4-b]pyridine